L-11-mercaptoundecanol SCCCCCCCCCCCO